benzenetriamine dihydrochloride Cl.Cl.C1(=C(C(=CC=C1)N)N)N